N-(3-(diethylamino)propyl)-2-(4-(piperidin-4-ylcarbamoyl)phenyl)benzo[d]imidazo[2,1-b]thiazole-7-carboxamide C(C)N(CCCNC(=O)C1=CC2=C(N3C(S2)=NC(=C3)C3=CC=C(C=C3)C(NC3CCNCC3)=O)C=C1)CC